rac-4-chloro-2-(trans-2-hydroxycyclopentyl)-5-methoxy-6-(4-(1H-pyrazol-1-yl)benzyl)isoindolin-1-one ClC1=C2CN(C(C2=CC(=C1OC)CC1=CC=C(C=C1)N1N=CC=C1)=O)[C@H]1[C@@H](CCC1)O |r|